methanol, Hydrochloride Cl.CO